7-chloro-2,3-dihydro-1H-pyrrolo[1,2-b]indazol-6-amine ClC=1C=CC2=C3N(N=C2C1N)CCC3